FC1=C(C(=O)N[C@@H]2CN(CC2)C2=CC=C(C=N2)C=2C=C(C=C3N=CC=NC23)NC(C2=NC=CC=C2)=O)C=CC=C1 (S)-N-(8-(6-(3-(2-fluorobenzamido)pyrrolidin-1-yl)pyridin-3-yl)quinoxalin-6-yl)picolinamide